OC1=CC(=C(C=C1)C(C=CC1=CC=C(C=C1)O)=O)OC 1-(4-Hydroxy-2-methoxyphenyl)-3-(4-hydroxyphenyl)prop-2-en-1-one